((2-(3'-(7-cyano-5-((6-oxo-2,5-diazaspiro[3.4]octan-2-yl)methyl)benzo[d]oxazol-2-yl)-2,2'-dimethyl-[1,1'-biphenyl]-3-yl)-6-(difluoromethoxy)benzo[d]oxazol-5-yl)methyl)-L-proline C(#N)C1=CC(=CC=2N=C(OC21)C=2C(=C(C=CC2)C2=C(C(=CC=C2)C=2OC1=C(N2)C=C(C(=C1)OC(F)F)CN1[C@@H](CCC1)C(=O)O)C)C)CN1CC2(C1)NC(CC2)=O